ethyl 7-bromo-9-methyl-4-oxo-4H-quinolizine-3-carboxylate BrC1=CN2C(C(=CC=C2C(=C1)C)C(=O)OCC)=O